2-Chloro-N-(5-(2-(((1r,4r)-4-((2-fluoroethyl)(methyl)amino)cyclohexyl)amino)-8-isopropyl-7-oxo-7,8-dihydropteridin-6-yl)-6-methylpyridin-2-yl)benzenesulfonamide ClC1=C(C=CC=C1)S(=O)(=O)NC1=NC(=C(C=C1)C1=NC=2C=NC(=NC2N(C1=O)C(C)C)NC1CCC(CC1)N(C)CCF)C